C(C)(=O)N1CC2(C1)CC(C(C(C2)=O)C2=C(C=C(C=C2C)C2=CC=C(C=C2)F)C)=O 2-acetyl-7-[4-(4-fluorophenyl)-2,6-dimethylphenyl]-2-azaspiro[3.5]nonane-6,8-dione